N-((4-bromo-2,3-difluorophenyl)thiocarbamoyl)benzamide BrC1=C(C(=C(C=C1)NC(=S)NC(C1=CC=CC=C1)=O)F)F